2-(N-CYCLOBUTYL-N-METHYLAMINO)ACETIC ACID C1(CCC1)N(C)CC(=O)O